trans-2cis-6-nondienol C=C\C=C\CC(CCC)O